(phenyl)(Dibenzofuranylphenyl)(spirobifluorenyl)amine C1(=CC=CC=C1)N(C=1C2(C3=CC4=CC=CC=C4C3=CC1)C=CC=C1C3=CC=CC=C3C=C12)C1=C(C=CC=C1)C1=CC=CC=2OC3=C(C21)C=CC=C3